2-[[(1R)-1-[3,6-Dimethyl-2-(2-methylindazol-5-yl)-4-oxo-chromen-8-yl]-ethyl]amino]benzoic acid CC1=C(OC2=C(C=C(C=C2C1=O)C)[C@@H](C)NC1=C(C(=O)O)C=CC=C1)C1=CC2=CN(N=C2C=C1)C